Methyl (S)-4-azido-3-((tert-butoxycarbonyl)amino)butanoate N(=[N+]=[N-])C[C@H](CC(=O)OC)NC(=O)OC(C)(C)C